N-methyl-amino-N'-phenylamino-1,3,5-triazine CN1C(N(CN=C1)NC1=CC=CC=C1)N